1-[4-(4-Ethylphenoxy)-3-(1H-pyrazol-1-ylmethyl)phenyl]-3-methylurea C(C)C1=CC=C(OC2=C(C=C(C=C2)NC(=O)NC)CN2N=CC=C2)C=C1